2-(4-chloro-3-fluorophenoxy)-N-(3-{[2-(1H-imidazol-1-yl)pyridin-4-yl]amino}bicyclo[1.1.1]pent-1-yl)acetamide ClC1=C(C=C(OCC(=O)NC23CC(C2)(C3)NC3=CC(=NC=C3)N3C=NC=C3)C=C1)F